(1,2,3-triazol-4-yl)-L-alanine N1N=NC(=C1)N[C@@H](C)C(=O)O